5-(aminomethyl)thiophene-2-carboxylic acid NCC1=CC=C(S1)C(=O)O